C(C)(=O)C1=CC(=C(C(=C1)F)N1N=C(C=C1)C=1C=CC(=C(C1)CNC(OC)=O)C)F methyl N-[[5-[1-(4-acetyl-2,6-difluorophenyl)-1H-pyrazol-3-yl]-2-methyl-phenyl]methyl]carbamate